C1CCC2=C(C=3CCCC3C=C12)NC(=O)N=[S@](=O)(N)C=1SC(=CN1)C(C)(C)O (R)-N'-((1,2,3,5,6,7-hexahydro-s-indacen-4-yl)-carbamoyl)-5-(2-hydroxy-propan-2-yl)thiazole-2-sulfonimidamide